C[Si](C)(C)C#CC=1C=CC2=C(NC(O2)=O)C1 5-((trimethylsilyl)ethynyl)benzo[d]oxazol-2(3H)-one